2,7-dithiopheneylfluorene S1C(=CC=C1)C1=CC=2CC3=CC(=CC=C3C2C=C1)C=1SC=CC1